Tert-butyl-2-methylpiperidine-1-carboxylate C(C)(C)(C)OC(=O)N1C(CCCC1)C